(5-(azetidin-1-yl)-3-methoxypyridin-2-yl)(tert-butoxycarbonyl)carbamic acid N1(CCC1)C=1C=C(C(=NC1)N(C(O)=O)C(=O)OC(C)(C)C)OC